2-naphthalate C1=C(C=CC2=CC=CC=C12)C(=O)[O-]